Benzyl (1-methyl-3-(naphthalen-1-yl)azetidin-3-yl)carbamate CN1CC(C1)(C1=CC=CC2=CC=CC=C12)NC(OCC1=CC=CC=C1)=O